NC=1SC2=C(C1C#N)[C@](CCC2)(C(=O)ONC=N)C methanimidamido (4S)-2-amino-3-cyano-4-methyl-6,7-dihydro-5H-1-benzothiophene-4-carboxylate